BrC1=NN(C(=C1)C(=O)OCC)C1=NC=C(C=C1Cl)Br ethyl 3-bromo-1-(5-bromo-3-chloropyridin-2-yl)-1H-pyrazole-5-carboxylate